N-[3-[2-(difluoromethoxy)-5-[3-[rac-(3R)-3-(dimethylamino)pyrrolidine-1-carbonyl]phenoxy]phenyl]-1-methyl-pyrazol-4-yl]pyrazolo[1,5-a]pyrimidine-3-carboxamide FC(OC1=C(C=C(C=C1)OC1=CC(=CC=C1)C(=O)N1C[C@@H](CC1)N(C)C)C1=NN(C=C1NC(=O)C=1C=NN2C1N=CC=C2)C)F |r|